C(C(C)C)N1C(C(=CC(=C1)C=1NC2=CC=C(C=C2C1C(C)C)C1CCNCC1)C)=O 1-isobutyl-5-(3-isopropyl-5-(piperidin-4-yl)-1H-indol-2-yl)-3-methylpyridin-2(1H)-one